COC(=O)C=1C=C2C=NN(C2=CC1)CC#CCOC 1-(4-Methoxybut-2-yn-1-yl)indazole-5-carboxylic acid methyl ester